BrCCCCCCCCCC(=O)C1=C(C(=C(C=C1C)OC)OC)O 10-bromo-1-(2-hydroxy-3,4-dimethoxy-6-methyl-phenyl)decan-1-one